N-(3-(2-(tert-butyl)-5-(2-((1-(methylsulfonyl)piperidin-4-yl)amino)pyrimidin-4-yl)thiazol-4-yl)-2-fluorophenyl)-2,6-difluorobenzenesulfonamide C(C)(C)(C)C=1SC(=C(N1)C=1C(=C(C=CC1)NS(=O)(=O)C1=C(C=CC=C1F)F)F)C1=NC(=NC=C1)NC1CCN(CC1)S(=O)(=O)C